C(C)(=O)N1CCOC2=C1C=C(C=C2)S(=O)(=O)NO 4-acetyl-N-hydroxy-3,4-dihydro-2H-1,4-benzoxazine-6-sulfonamide